CNC=1C=C(C=CC1[N+](=O)[O-])N1C[C@@H](CC1)CO [(3R)-1-[3-(methylamino)-4-nitro-phenyl]pyrrolidin-3-yl]methanol